4-(benzyloxy)-N-(2-{1-[(4-fluorophenyl)methyl]piperidin-4-yl}ethyl)benzamide C(C1=CC=CC=C1)OC1=CC=C(C(=O)NCCC2CCN(CC2)CC2=CC=C(C=C2)F)C=C1